N-{(3R)-4,4-difluoro-1-[5-(2',3,6'-trifluoro[1,1'-biphenyl]-2-yl)-4,5-dihydro-1,2-oxazol-3-yl]pyrrolidin-3-yl}-1-fluoromethanesulfonamide FC1([C@@H](CN(C1)C1=NOC(C1)C1=C(C=CC=C1F)C1=C(C=CC=C1F)F)NS(=O)(=O)CF)F